N[C@H](C)C=1C=C(C=C2C(C(=C(OC12)C=1C=NN(C1)C1CC1)C)=O)C 8-[(1R)-1-Aminoethyl]-2-(1-cyclopropylpyrazol-4-yl)-3,6-dimethyl-chromen-4-one